N1(CCCC1)C=1OC2=C(N1)C=CC(=C2)C=O (2-(pyrrolidin-1-yl)benzo[d]oxazol-6-yl)methanone